[Cl-].CC(CCCCCCCCCCCCCCCCC)(C(CC[NH3+])[Si](OC)(OC)OC)C (dimethyl-octadecyl-[3-(trimethoxysilyl)propyl])Ammonium chloride